imidazo[1,2-b]pyridazin-2-ylboronic acid N=1C(=CN2N=CC=CC21)B(O)O